7-(ethylamino)-4-(trifluoromethyl)-coumarin C(C)NC1=CC=C2C(=CC(OC2=C1)=O)C(F)(F)F